1-[3-(difluoromethyl)-6-[6-methoxy-5-[[6-[(1-methyl-4-piperidyl)oxy]pyridazin-3-yl]amino]benzimidazol-1-yl]-2-pyridyl]-5-methyl-pyrazole-3-carbonitrile FC(C=1C(=NC(=CC1)N1C=NC2=C1C=C(C(=C2)NC=2N=NC(=CC2)OC2CCN(CC2)C)OC)N2N=C(C=C2C)C#N)F